17(S)-hydroxy-docosahexaenoic acid O[C@H](CCCC=CC=CC=CC=CC=CC=CC(=O)O)CCCCC